tert-butyl 3-methoxy-4,7-dihydroisoxazolo[5,4-c]pyridine-6(5H)-carboxylate COC1=NOC=2CN(CCC21)C(=O)OC(C)(C)C